3,6-dithiabicyclo[3.1.0]hexane C12CSCC2S1